BrC1=CC(=C(C=C1)F)S(=O)(=O)C 4-bromo-1-fluoro-2-(methylsulfonyl)benzene